C1(CC1)NC(=O)C1=C(C=C(C=C1OC)C1=CN=C2N1C=CC(=C2)OC[C@@H]2CN(CC2)C(=O)OC(C)(C)C)OC(F)F tert-butyl (3S)-3-[[3-[4-(cyclopropylcarbamoyl)-3-(difluoromethoxy)-5-methoxy-phenyl]imidazo[1,2-a]pyridin-7-yl]oxymethyl]pyrrolidine-1-carboxylate